ClC1=C(CNS(=O)(=O)C)C=C(C(=C1)N1N=C(C=2C=NC(=CC21)C=2C=NN1C2N=CC=C1)NCCN1CCOCC1)OC N-(2-chloro-5-methoxy-4-(3-((2-morpholinoethyl)amino)-6-(pyrazolo[1,5-a]pyrimidin-3-yl)-1H-pyrazolo[4,3-c]pyridin-1-yl)benzyl)methanesulfonamide